C1(=CC(=CC=C1)C=1OC(=NN1)C1=CC=C(C=C1)C(C)(C)C)C=1OC(=NN1)C1=CC=C(C=C1)C(C)(C)C (1,3-Phenylen)bis[5-(4-tert-butylphenyl)-1,3,4-oxadiazol]